C(=O)(O)C(CSSCC(C(=O)O)=C)=C 2-(2-carboxy-allyldithiomethyl)-acrylic acid